O-ethyl 8-tert-butyl-3-(3,5-dichlorophenyl)-2-methylimidazo[1,2-b]pyridazine-7-carboxylate C(C)(C)(C)C=1C=2N(N=CC1C(=O)OCC)C(=C(N2)C)C2=CC(=CC(=C2)Cl)Cl